sodium (S)-3-(3-(1-methyl-4-oxido-2-oxo-1,2-dihydropyridin-3-yl)ureido)-3-(2',4,4'-trifluoro biphenyl-3-yl)propanoate CN1C(C(=C(C=C1)[O-])NC(N[C@@H](CC(=O)[O-])C=1C=C(C=CC1F)C1=C(C=C(C=C1)F)F)=O)=O.[Na+].[Na+]